(S)-7-methoxy-2-methyl-N-(5-methyl-6-(3-methylpiperazin-1-yl)pyridazin-3-yl)imidazo[1,2-a]pyridine-6-carboxamide hydrochloride Cl.COC1=CC=2N(C=C1C(=O)NC=1N=NC(=C(C1)C)N1C[C@@H](NCC1)C)C=C(N2)C